Bis(diisopropylamino)magnesium C(C)(C)N(C(C)C)[Mg]N(C(C)C)C(C)C